NC1=CC(=NC(=N1)[C@H](C)F)NC1=CC(=C(C=N1)C=1C=NN(C1)CC(C)(O)C)OC(C)C (S)-1-(4-(6-((6-amino-2-(1-fluoroethyl)pyrimidin-4-yl)amino)-4-isopropoxypyridin-3-yl)-1H-pyrazol-1-yl)-2-methylpropan-2-ol